5-(Azetidin-2-ylmethoxy)-2-methyl-N-(1-(7-vinylquinolin-5-yl)cyclopropyl)benzamide N1C(CC1)COC=1C=CC(=C(C(=O)NC2(CC2)C2=C3C=CC=NC3=CC(=C2)C=C)C1)C